2,3-bis(methylene)bicyclo[2.2.2]Octene C=C1C2=CCC(C1=C)CC2